F[C@@H]1CN(CC[C@H]1NC1=C2C=C(N(C2=CC=C1)CC(F)(F)F)C#CCNC1=C(C=C(C=C1)S(=O)(=O)C)OC)C[C@@H](COC)O (S)-1-((3R,4R)-3-fluoro-4-((2-(3-((2-methoxy-4-(methylsulfonyl)phenyl)amino)prop-1-yn-1-yl)-1-(2,2,2-trifluoroethyl)-1H-indol-4-yl)amino)piperidin-1-yl)-3-methoxypropan-2-ol